NC1=C(C(=NC(=C1)C)N1CCC(CC1)(F)F)NC(C1=C(C=C(C=C1)Br)N1CCC2(CC2)CC1)=O N-(4-amino-2-(4,4-difluoropiperidin-1-yl)-6-methylpyridin-3-yl)-4-bromo-2-(6-Azaspiro[2.5]octane-6-yl)benzamide